C(C)OCCN1C(=NC2=C1C=C(C=C2)C=2C=C(C(N(C2)C)=O)C)C2CCOCC2 5-(1-(2-ethoxyethyl)-2-(tetrahydro-2H-pyran-4-yl)-1H-benzo[d]imidazol-6-yl)-1,3-dimethylpyridin-2(1H)-one